NC1CN(C1)C(=O)[C@H]1CN(CC1)C(=O)C=1NC2=CC=C(C(=C2C1)Cl)Cl [(3R)-3-(3-aminoazetidine-1-carbonyl)pyrrolidin-1-yl]-(4,5-dichloro-1H-indol-2-yl)methanone